((1S,3'R,4'S,5'S,6'R)-5-Chloro-3',4',5'-trihydroxy-6'-methyl-3',4',5',6'-tetrahydro-3H-spiro-[isobenzofuran-1,2'-pyran]-6-yl)(3-fluoro-4-(trifluoromethyl)phenyl)keton ClC=1C=C2CO[C@]3(O[C@@H]([C@H]([C@@H]([C@H]3O)O)O)C)C2=CC1C(=O)C1=CC(=C(C=C1)C(F)(F)F)F